S(=O)(=O)(O)OS(=O)(=O)O.C(=C[C@H]1CC[C@H]2[C@@H]3CCC4CCCC[C@]4(C)[C@H]3CC[C@]12C)(O)O pregnene-diol disulfate